FC=1C=C2N(CCN(C2=CC1)C(=O)NCC1CN(CC1)CC(C)C)C1=CC=C(C=C1)F 6-Fluoro-4-(4-fluorophenyl)-N-((1-isobutylpyrrolidin-3-yl)methyl)-3,4-dihydroquinoxaline-1(2H)-carboxamide